FC(N1N=C(C=C1)[C@@H](C(C)C)NC1=NC(=NC(=N1)N)C=1C=C2C=NN(C2=CC1)C)F |o1:7| (R or S)-N2-(1-(1-(difluoromethyl)-1H-pyrazol-3-yl)-2-methylpropyl)-6-(1-methyl-1H-indazol-5-yl)-1,3,5-triazine-2,4-diamine